N-((5-fluoro-2,3-dihydrobenzofuran-4-yl)methyl)-8-(5-(2-methylmorpholino)-[1,2,4]triazolo[1,5-a]pyridin-8-yl)-[1,2,4]triazolo[4,3-c]pyrimidin-5-amine FC=1C=CC2=C(CCO2)C1CNC1=NC=C(C=2N1C=NN2)C=2C=1N(C(=CC2)N2CC(OCC2)C)N=CN1